dimethyldivinyl-ammonium chloride [Cl-].C[N+](C=C)(C=C)C